2,7-naphthalenedialdehyde C1=C(C=CC2=CC=C(C=C12)C=O)C=O